(3-chlorobenzyl)-6-(3,5-dimethylisoxazol-4-yl)-2-methylquinolin-4-amine ClC=1C=C(CC=2C(=NC3=CC=C(C=C3C2N)C=2C(=NOC2C)C)C)C=CC1